5-(((6-(4-Fluorophenyl)-8-methoxyquinazolin-4-yl)amino)methyl)-N-methylpicolinamide FC1=CC=C(C=C1)C=1C=C2C(=NC=NC2=C(C1)OC)NCC=1C=CC(=NC1)C(=O)NC